FC1=C(C=CC(=C1)F)N1N=NC(=C1C)C(=O)O 1-(2,4-difluorophenyl)-5-methyl-1H-1,2,3-triazole-4-carboxylic acid